N-phenyl-3-(p-tolyl)-N-(tetrahydrofuran-2-ylmethyl)prop-2-enamide C1(=CC=CC=C1)N(C(C=CC1=CC=C(C=C1)C)=O)CC1OCCC1